7-((cis)-4-(4-amino-4-methylpiperidin-1-yl)cyclohexyl)-5-(4-phenoxyphenyl)-7H-pyrrolo[2,3-d]pyrimidin-4-amine NC1(CCN(CC1)[C@H]1CC[C@H](CC1)N1C=C(C2=C1N=CN=C2N)C2=CC=C(C=C2)OC2=CC=CC=C2)C